FC(C(=O)O)(F)F.FC(=CCC(C1=CC(=CC=C1)S(=O)(=O)N1CCOCC1)N1N=CC(=C1)C=1C2=C(N=CN1)NC=C2)F 4-(1-{4,4-difluoro-1-[3-(morpholin-4-ylsulfonyl)-phenyl]but-3-en-1-yl}-1H-pyrazol-4-yl)-7H-pyrrolo[2,3-d]-pyrimidine trifluoroacetate